ClC=1C(=NC(=NC1)NC1=C(C=C(C=C1)N1C[C@@H]2COCCN2CC1)OC(F)F)NC1=C(SC=C1)C(=O)N (R)-3-((5-chloro-2-((2-(difluoro-methoxy)-4-(hexahydropyrazino-[2,1-c][1,4]oxazin-8(1H)-yl)-phenyl)amino)pyrimidin-4-yl)-amino)thiophene-2-carboxamide